2-amino-5-nitro-4,6-dimethylpyridine NC1=NC(=C(C(=C1)C)[N+](=O)[O-])C